COC1=CC=C(C=C1)CN1C(NCCC1=O)=O 3-[(4-methoxy-phenyl)methyl]hexahydropyrimidine-2,4-dione